CC1=CCC(C2C=C(CCC12)C)C(C)C 1,2,4A,5,6,8A-hexahydro-4,7-dimethyl-1-(1-methylethyl)naphthalene